tertiary butyl anthranilate C(C=1C(N)=CC=CC1)(=O)OC(C)(C)C